6-(4-chlorophenyl)-N-[(1-hydroxycyclobutyl)methyl]-3-oxo-2-(1,2-thiazol-4-yl)-2,3-dihydropyridazine-4-carboxamide ClC1=CC=C(C=C1)C=1C=C(C(N(N1)C=1C=NSC1)=O)C(=O)NCC1(CCC1)O